2-amino-5-(4-(2-(3,5-difluorophenyl)-2-hydroxyacetamido)-2-methyl-phenyl)-N-(1-methylazetidin-3-yl)nicotinamide NC1=C(C(=O)NC2CN(C2)C)C=C(C=N1)C1=C(C=C(C=C1)NC(C(O)C1=CC(=CC(=C1)F)F)=O)C